FC1=C(CN2C(=NC3=NC=C(C=C32)N3C=CC=2N=CN=C(C23)OC)OC)C=CC=C1F 1-(2,3-difluorobenzyl)-2-methoxy-6-(4-methoxy-5H-pyrrolo[3,2-d]pyrimidin-5-yl)-1H-imidazo[4,5-b]pyridine